1-(1-methyl-1H-pyrazolo[3,4-d]pyrimidin-4-yl)piperidin-4-amine CN1N=CC=2C1=NC=NC2N2CCC(CC2)N